Methyl (2S)-2-amino-3-(3-methylimidazol-4-yl)propanoate N[C@H](C(=O)OC)CC=1N(C=NC1)C